3-(3-(5-(tert-butyl)-2-hydroxy-3-(2-phenylpropan-2-yl)benzyl)-4-hydroxy-5-(2-phenylpropan-2-yl)phenylmethyl)propanoic acid methyl ester COC(CCCC1=CC(=C(C(=C1)C(C)(C)C1=CC=CC=C1)O)CC1=C(C(=CC(=C1)C(C)(C)C)C(C)(C)C1=CC=CC=C1)O)=O